α-[2-(4-chlorophenyl)ethyl]-α-(1,1-dimethylethyl)-1H-1,2,4-triazole-1-ethanol ClC1=CC=C(C=C1)CCC(CN1N=CN=C1)(O)C(C)(C)C